N-phenyl-2-methyl-1,4-phenylenediamine C1(=CC=CC=C1)NC1=C(C=C(C=C1)N)C